CC1(CCC(CC1)C1=CC=C(C=C1)NC1CC(C1)N)C N1-(4-(4,4-dimethylcyclohexyl)phenyl)cyclobutane-1,3-diamine